1-cyano-N-(3-phenyl-isoxazol-5-yl)pyrrolidine-3-carboxamide C(#N)N1CC(CC1)C(=O)NC1=CC(=NO1)C1=CC=CC=C1